NC1=CC=C(C=N1)N1C[C@H](CCC1)N(CC1=CC(=NC=C1)OC)CC=1C(C2=CC(=C(C=3OCC(N(C1)C32)C)O)F)=O 11-[[[(3S)-1-(6-amino-3-pyridyl)-3-piperidyl]-[(2-methoxy-4-pyridyl)methyl]amino]methyl]-7-fluoro-6-hydroxy-2-methyl-4-oxa-1-azatricyclo[7.3.1.05,13]trideca-5(13),6,8,11-tetraen-10-one